(Z)-5-(benzo[d]thiazol-6-ylmethylene)-2-((4-methoxyphenyl)(methyl)amino)-3,5-dihydro-4H-imidazol-4-one S1C=NC2=C1C=C(C=C2)\C=C/2\C(NC(=N2)N(C)C2=CC=C(C=C2)OC)=O